2-methyl-4-((1-(2-methyl-3-(trifluoromethyl)phenyl)ethyl)amino)-2,6-dihydropyrido[3,4-d]pyridazine-1,7-dione CN1N=C(C=2C(C1=O)=CC(NC2)=O)NC(C)C2=C(C(=CC=C2)C(F)(F)F)C